((1-Benzyl-4-methylpiperidin-4-yl)methyl)carbamic acid tert-butyl ester C(C)(C)(C)OC(NCC1(CCN(CC1)CC1=CC=CC=C1)C)=O